FC1=CC=C(C=C2C(N(C(S2)=NN=C2C(NC3=CC=C(C=C23)Cl)=O)C2=CC(=CC=C2)OC)=O)C=C1 3-(2-(5-(4-fluorobenzylidene)-3-(3-methoxyphenyl)-4-oxothiazolidin-2-ylidene)hydrazono)-5-chloro-1H-indol-2-one